BrC=1C=C(C=C2C(CN(C12)C(C)C)COC1OCCCC1)C#N 7-bromo-1-isopropyl-3-(((tetrahydro-2H-pyran-2-yl)oxy)methyl)indoline-5-carbonitrile